CC(C(=O)OCC(C)C)(CC(=O)OCC(C)C)C diisobutyl 2,2-dimethyl-succinate